C(CCCCC)[Sn]=O monohexyl-tin oxide